O1C2=C(CC1)C=C1C=CC3(C1=C2)CCC2(CC3)OCCO2 dihydrodispiro[[1,3]dioxolane-2,1'-cyclohexane-4',7''-indeno[5,6-b]furan]